4-benzyloxy-2-chloro-6-methyl-5-(2-oxoethyl)pyridine-3-carboxylic acid ethyl ester C(C)OC(=O)C=1C(=NC(=C(C1OCC1=CC=CC=C1)CC=O)C)Cl